(S)-1-(azetidin-3-ylmethyl)-3-fluoropyrrolidine dihydrochloride Cl.Cl.N1CC(C1)CN1C[C@H](CC1)F